C1(=CC=CC=C1)C=1C=C(C=C(C1)C1=CC=CC=C1)C=1C=CC=2NC3=CC=C(C=C3C2C1)C1=CC(=CC(=C1)C1=CC=CC=C1)C1=CC=CC=C1 3,6-bis[(3,5-diphenyl)phenyl]carbazole